4-Bromo-5-fluoro-2-iodo-N-methyl-aniline BrC1=CC(=C(NC)C=C1F)I